5-amino-2-(piperazin-1-ylmethyl)-N,N-dipropyl-6H-thieno[3,2-b]azepine-7-carboxamide NC=1CC(=CC2=C(N1)C=C(S2)CN2CCNCC2)C(=O)N(CCC)CCC